Dimethyl 1-(4-bromobenzoyl)-7-methylpyrrolo[1,2-a]quinoline-2,3-dicarboxylate BrC1=CC=C(C(=O)C2=C(C(=C3N2C2=CC=C(C=C2C=C3)C)C(=O)OC)C(=O)OC)C=C1